2,2-dimethyl-3,4-dihydro-2H-pyrrolo[2,1-b][1,3]oxazine CC1(CCN2C(O1)=CC=C2)C